(2-(2-(5-chloro-6-((2-(4-fluorobenzyl)-1-oxo-1,2,3,4-tetrahydroisoquinolin-6-yl)oxy)pyridin-3-yl)hydrazono)-2-cyanoacetyl)carbamate ClC=1C=C(C=NC1OC=1C=C2CCN(C(C2=CC1)=O)CC1=CC=C(C=C1)F)NN=C(C(=O)NC([O-])=O)C#N